(S)-N-(1-(3-(4-isopropylphenyl)-1,2,4-oxadiazol-5-yl)ethyl)-3-hydroxy-4-methoxypicolinamide C(C)(C)C1=CC=C(C=C1)C1=NOC(=N1)[C@H](C)NC(C1=NC=CC(=C1O)OC)=O